IC1=NN(C=2C1=NC=CC2)C2=CC(=CC=C2)[N+](=O)[O-] 3-iodo-1-(3-nitrophenyl)pyrazolo[4,3-b]pyridine